N1(CCCC1)C=1C=CC=2C3(C4=CC=C(C=C4OC2C1)N1CCCC1)NC(C1=CC=CC=C13)=O 3',6'-bis(pyrrolidin-1-yl)spiro[isoindoline-1,9'-xanthen]-3-one